4-(2-octyldodecyl)-2-methylthiophene C(CCCCCCC)C(CC=1C=C(SC1)C)CCCCCCCCCC